C1(=CC=CC=2C(=CC=CC12)O)O 1,5-naphthalenediol